triphenylsulfonium hexafluoroantimonate F[Sb-](F)(F)(F)(F)F.C1(=CC=CC=C1)[S+](C1=CC=CC=C1)C1=CC=CC=C1